N-methyl-Lysine CN[C@@H](CCCCN)C(=O)O